[Na].[Na].C1(=CC=C(C=C1)N)N p-phenylenediamine disodium salt